5-(6-(4,4-difluoropiperidine-1-carbonyl)naphthalen-1-yl)-2,3-dimethylisoindolin-1-one FC1(CCN(CC1)C(=O)C=1C=C2C=CC=C(C2=CC1)C=1C=C2C(N(C(C2=CC1)=O)C)C)F